ClC1=C(C(=O)NC2=C3C=NN(C3=CC=C2)C=2C=NC=C(C2)C(F)(F)F)C=C(C=C1)CNC(=O)C1(CC1)O 2-chloro-5-({[(1-hydroxycyclopropyl)carbonyl]amino}methyl)-N-{1-[5-(trifluoromethyl)pyridin-3-yl]-1H-indazole-4-yl}benzamide